BrC1=C(N=C(NC1=O)C1=CC=NC=C1)N1C[C@@H](NCC1)C(C)C 5-bromo-4-[(3S)-3-isopropylpiperazin-1-yl]-2-(4-pyridinyl)-1H-pyrimidin-6-one